CN1C(C2=C(C(=C1)C1=C(C=C(C(=C1)[N+](=O)[O-])C)OC1=CC=CC=C1)C=CN2)=O 6-methyl-4-(4-methyl-5-nitro-2-phenoxyphenyl)-1,6-dihydro-7H-pyrrolo[2,3-C]pyridin-7-one